CC1=CCC2CC1C2(C)C 1R-α-pinene